COC(/C=C/C=1C=C(C=C(C1)C(=O)OC)C(=O)OC)=O dimethyl 5-[(E)-3-methoxy-3-oxo-prop-1-enyl]benzene-1,3-dicarboxylate